ClC=1C(=C(CNC(=O)[C@]2(C=3C=CC=NC3[C@]3(CC2)OC3)F)C=CC1F)F (2S,5'S)-N-(3-chloro-2,4-difluorobenzyl)-5'-fluoro-6',7'-dihydro-5'H-spiro[oxirane-2,8'-quinoline]-5'-carboxamide